tert-butyl 4-(2-hydroxypropan-2-yl)-2,3-dihydro-1H-pyrrolo[3,2-c]pyridine-1-carboxylate OC(C)(C)C1=NC=CC2=C1CCN2C(=O)OC(C)(C)C